P(=O)#CCCNCCC phosphoryl-dipropylamine